2-Dodecylquinolin-4(1H)-one C(CCCCCCCCCCC)C=1NC2=CC=CC=C2C(C1)=O